FC(C1=CC=C(C=C1)C1=NC2=CC(=CC=C2C(=C1)C#C[Si](C)(C)C)C(=O)OC)(F)F Methyl 2-(4-(trifluoromethyl)phenyl)-4-((trimethylsilyl)ethynyl)quinoline-7-carboxylate